NC1=C(C(=NN1C(C)C)C1=CC=C(C=C1)CC(NC1=NOC(=C1)C1=CC=NC=C1)=O)C(=O)N 5-Amino-1-isopropyl-3-[4-([[5-(pyridin-4-yl)-1,2-oxazol-3-yl]carbamoyl]methyl)phenyl]pyrazole-4-carboxamide